6-(1-(1-Isobutylazepan-4-yl)piperidin-4-yl)-1,4-dimethyl-2-(4-(methylsulfonyl)phenyl)-1H-benzo[d]imidazol C(C(C)C)N1CCC(CCC1)N1CCC(CC1)C=1C=C(C2=C(N(C(=N2)C2=CC=C(C=C2)S(=O)(=O)C)C)C1)C